5-(4-((4-(3-chloro-5-(5-methyl-5H-pyrido[4,3-b]indol-7-yl)pyridin-2-yl)piperazin-1-yl)methyl)piperidin-1-yl)-2-(2,4-dioxotetrahydropyrimidin-1(2H)-yl)isoindoline-1,3-dione ClC=1C(=NC=C(C1)C=1C=CC=2C3=C(N(C2C1)C)C=CN=C3)N3CCN(CC3)CC3CCN(CC3)C=3C=C1C(N(C(C1=CC3)=O)N3C(NC(CC3)=O)=O)=O